4-(4-(1H-pyrrol-1-yl)styryl)-dimethylbicyclo[3.1.1]hept-3-en-2-one N1(C=CC=C1)C1=CC=C(C=CC2=CC(C3C(C2C3C)C)=O)C=C1